[Na+].CC1SCCCC1NS([O-])(=O)=O 2-Methyltetrahydro-2H-thiopyran-3-ylsulfamic acid sodium salt